FC1(CCC(CC1)N1N=CC(=N1)NC(C1=C(C=C(C=C1)I)N1CCC2(CC2)CC1)=O)F N-(2-(4,4-difluorocyclohexyl)-2H-1,2,3-triazol-4-yl)-4-iodo-2-(6-azaspiro[2.5]octan-6-yl)benzamide